N1=CC=C(C=C1)C1=CC=C(C=C1)C=1C2=CC=C(N2)C(=C2C=CC(C(=C3C=CC(=C(C=4C=CC1N4)C4=CC=C(C=C4)C4=CC=NC=C4)N3)C3=CC=C(C=C3)C3=CC=NC=C3)=N2)C2=CC=C(C=C2)C2=CC=NC=C2 5,10,15,20-tetrakis(4-(4-pyridyl)phenyl)porphyrin